N1-(6-amino-5-methylpyridin-3-yl)-N2-methyl-N2-(6-(1-methyl-1H-pyrazol-5-yl)-2,3-dihydrobenzofuran-3-yl)oxalamide NC1=C(C=C(C=N1)NC(C(=O)N(C1COC2=C1C=CC(=C2)C2=CC=NN2C)C)=O)C